8-chloro-6-(((6-chloro-2-methylpyridin-3-yl)(1-cyclopropyl-1H-1,2,3-triazol-4-yl)methyl-d)amino)-4-(neopentylamino)quinoline-3-carbonitrile ClC=1C=C(C=C2C(=C(C=NC12)C#N)NCC(C)(C)C)NC([2H])(C=1N=NN(C1)C1CC1)C=1C(=NC(=CC1)Cl)C